C1(=CC=CC=C1)S(=O)(=O)N1C=CC=2C1=NC=CC2C2=CC(=C(C=C2)NC(=O)[C@@H](CC(C)C)NC(OC(C)(C)C)=O)F tert-Butyl N-[(1R)-1-[[4-[1-(benzenesulfonyl)pyrrolo[2,3-b]pyridin-4-yl]-2-fluoro-phenyl]carbamoyl]-3-methyl-butyl]carbamate